CC1=NC=CC2=C1OC1C2CC(C1C1=CC=CC=C1)C(=O)N methyl-7-phenyl-4b,6,7,7a-tetrahydro-5H-cyclopenta[4,5]furo[2,3-c]pyridine-6-carboxamide